C=C1C(C1)O methylenecyclopropyl alcohol